(2S,4R)-N-((S)-1-cyano-2-((S)-2-oxopyrrolidin-3-yl)ethyl)-4-ethoxy-1-(4-methoxy-1H-indole-2-carbonyl)pyrrolidine-2-carboxamide C(#N)[C@H](C[C@H]1C(NCC1)=O)NC(=O)[C@H]1N(C[C@@H](C1)OCC)C(=O)C=1NC2=CC=CC(=C2C1)OC